FC(C1=CC=C(C=N1)NC1=NC=CC=C1C=1CC=NCC1)(F)F 2-((6-(trifluoromethyl)pyridin-3-yl)amino)-3',6'-dihydro-[3,4'-bipyridin]